C(C1=CC=CC=C1)ON[C@H]1CCCNC1 (2R,5S)-5-(benzyloxyamino)-piperidine